C(C)OC1=CC=C(C(=N1)O)C1=CN=CC(=N1)C(=O)N/N=C/C=1C(=NC=C(C1)OC)F (E)-6-(6-ethoxy-2-hydroxypyridin-3-yl)-N'-((2-fluoro-5-methoxypyridin-3-yl)methylene)pyrazine-2-carbohydrazide